N-{[5-chloro-6-(5-methoxy-2-pyrazinyl)-2-indolyl]methyl}-1,3-oxazole-5-carboxamide ClC=1C=C2C=C(NC2=CC1C1=NC=C(N=C1)OC)CNC(=O)C1=CN=CO1